imino(methyl)(4-{[7-(piperidin-1-yl)-[1,2,4]triazolo[1,5-a]pyrimidin-6-yl]methyl}phenyl)-λ6-sulfanone N=S(=O)(C1=CC=C(C=C1)CC=1C=NC=2N(C1N1CCCCC1)N=CN2)C